dodecandioic acid pentanediamine salt C(CCCC)(N)N.C(CCCCCCCCCCC(=O)O)(=O)O